N-(2-morpholino-5-(piperidin-1-yl)oxazolo[4,5-b]pyridin-6-yl)-6-(1H-pyrazol-4-yl)picolinamide O1CCN(CC1)C=1OC=2C(=NC(=C(C2)NC(C2=NC(=CC=C2)C=2C=NNC2)=O)N2CCCCC2)N1